2-(2-(1,3-dioxolan-2-yl)ethyl)-6-(furan-3-yl)-2H-indazol-5-amine O1C(OCC1)CCN1N=C2C=C(C(=CC2=C1)N)C1=COC=C1